4,7-dimethylcoumarin CC1=CC(OC2=CC(=CC=C12)C)=O